C(C)(C)(C)N1C[C@]2(CC1)NC1=NC(=C(C=C1CC2)Br)C tert-Butyl-(2S)-6-bromo-7-methyl-3,4-dihydro-1H-spiro[1,8-naphthyridine-2,3'-pyrrolidine]